COCCNC(=O)C1=CC2=C(N(C(=N2)NC=2OC3=C(N2)C=CC(=C3)C(F)(F)F)C)C=C1 N-(2-methoxyethyl)-1-methyl-2-((6-(trifluoromethyl)benzo[d]oxazol-2-yl)amino)-1H-benzo[d]imidazole-5-carboxamide